C(O[C@H]1C[C@H](CC1)C1=NN(C(=C1)NC1=NC(=NC=C1)OCCC[C@H](C)N)C(C)(C)C)(OC1=CC=C(C=C1)[N+](=O)[O-])=O (1R,3S)-3-(5-((2-(((S)-4-aminopentyl)oxy)pyrimidin-4-yl)amino)-1-(tert-butyl)-1H-pyrazol-3-yl)cyclopentyl (4-nitrophenyl) carbonate